(1r,4r)-4-((2-(difluoromethoxy)-4-fluorophenyl)carbamoyl)-4-(2-isopropylphenyl)-1-(methyl-d3)cyclohexane-1-carboxylic acid FC(OC1=C(C=CC(=C1)F)NC(=O)C1(CCC(CC1)(C(=O)O)C([2H])([2H])[2H])C1=C(C=CC=C1)C(C)C)F